C(#N)C1=CN(C2=NC=C(C=C21)C2=CC=C(C=C2)S(=O)(=O)N2CCC(CC2)NC2=NC=C(C=C2)C(F)(F)F)CCNC(=O)N 1-(2-(3-Cyano-5-(4-((4-((5-(trifluoromethyl)pyridin-2-yl)amino)piperidin-1-yl)sulfonyl)phenyl)-1H-pyrrolo[2,3-b]pyridin-1-yl)ethyl)urea